C1(CC1)S(=O)(=O)C1=CC(=NC=C1)CNC(=O)C1=NC(=C(N=C1)OCC(C)C)N(C)C N-[(4-cyclopropanesulfonylpyridin-2-yl)methyl]-6-(dimethylamino)-5-(2-methylpropyloxy)pyrazine-2-carboxamide